4-tetraphenyl-2,3-dimethyl-1,3-butadiene C1(=CC=CC2=CC=C3C=C4C=CC=CC4=CC3=C12)C=C(C(=C)C)C